(R)-8-((3,5-difluorophenyl)sulfonyl)-3-(2-oxa-6-azaspiro[3.3]hept-6-yl)-1-oxa-8-azaspiro[4.5]decane FC=1C=C(C=C(C1)F)S(=O)(=O)N1CCC2(C[C@H](CO2)N2CC3(COC3)C2)CC1